4-methyl-2-oxopentanoic acid CC(CC(C(=O)O)=O)C